C(C(=C)C)(=O)OCC(CC(C(C(C(F)(F)F)(F)F)(F)F)(F)F)CO 3-(perfluorobutyl)-2-hydroxymethylpropyl methacrylate